C1(=CC=CC=C1)C(CC)=CCC 3-phenyl-3-hexene